(S)-N-(3-Fluoro-5-((5-(trifluoromethyl)pyridin-2-yl)oxy)phenyl)-3-methyl-2-oxo-imidazolidine-4-carboxamide FC=1C=C(C=C(C1)OC1=NC=C(C=C1)C(F)(F)F)NC(=O)[C@H]1N(C(NC1)=O)C